ClC=1C(N(C(=CC1OCC1=NC=C(C=C1F)F)C)C1=CC(=NC=C1OOC)N1C(C(=CC=C1)C(C)(C)O)=O)=O 3''-chloro-4''-((3,5-difluoropyridin-2-yl)methoxy)-3-(2-hydroxypropan-2-yl)-5'-methoxyOxy-6''-methyl-2H,2''H-[1,2':4',1''-terpyridine]-2,2''-dione